N1C(=CC=C1)C=CC=O 3-(1H-pyrrol-2-yl)prop-2-en-1-one